NC1=NC=CC2=CC=C(C=C12)C=1C=C2C(=NN(C2=CC1)[C@@H]1CN(CC1)C(=O)OCC)COC1=C(C(=CC=C1)C1CC1)CC(=O)OCC (S)-ethyl 3-(5-(1-aminoisoquinolin-7-yl)-3-((3-cyclopropyl-2-(2-ethoxy-2-oxoethyl)phenoxy)methyl)-1H-indazol-1-yl)pyrrolidine-1-carboxylate